CC(C)(C)S(=O)N[C@]1(CCCC2=CC=CC=C12)CC(C1C(NC(N(C1=O)C1CCOCC1)=O)=O)=O 2-methyl-N-((1R)-1-(2-oxo-2-(2,4,6-trioxo-1-(tetrahydro-2H-pyran-4-yl)hexahydropyrimidin-5-yl)ethyl)-1,2,3,4-tetrahydronaphthalen-1-yl)propane-2-sulfinamide